3,4-dichloro-1,1,2,3,4,4-hexafluoro-1-butene ClC(C(=C(F)F)F)(C(F)(F)Cl)F